C(C)(C)O[C@@H](CN1C(N(C(C2=C1SC(=C2C)C=2OC=CN2)=O)CC#N)=O)C2=CC=CC=C2 2-(1-((R)-2-isopropoxy-2-phenylethyl)-5-methyl-6-(oxazol-2-yl)-2,4-dioxo-1,2-dihydrothieno[2,3-d]pyrimidin-3(4H)-yl)acetonitrile